[Si](C)(C)(C(C)(C)C)OCCNC=1C2=C(N=C(N1)S(=O)C)C=C(N=C2OC)C2=CC(=CC1=CC=C(C(=C21)C#C[Si](C(C)C)(C(C)C)C(C)C)F)OCOC N-(2-((tert-butyldimethylsilyl)oxy)ethyl)-7-(7-fluoro-3-(methoxymethoxy)-8-((triisopropylsilyl)ethynyl)naphthalen-1-yl)-5-methoxy-2-(methylsulfinyl)pyrido[4,3-d]pyrimidin-4-amine